[Br-].C(C)(=O)OC1=CC=C(C=C)C=C1 p-acetoxystyrene bromide